NC(C(=O)O)CCCCNC(N)=O amino-6-(carbamoylamino)hexanoic acid